COC=1C=C(CNC2=C3NC=NC3=NC=N2)C=C(C1OC)OC 6-(3,4,5-trimethoxybenzylamino)purine